C(CC1=CC=CC=C1)N1/C(/SC2=C1C=CC=C2)=C/2\C(OC1=CC=CC=C1C2=O)=O (E)-3-(3-phenethylbenzothiazol-2(3H)-ylidene)chroman-2,4-dione